Cl.CC=1SC(=C(N1)C)N 2,4-dimethylthiazole-5-amine hydrochloride